3,5-difluoropyridine-4-carbaldehyde FC=1C=NC=C(C1C=O)F